N1(CCCCC1)S(=O)(=O)C1=CC=C(C=C1)NC(CCC=1C=NC=CC1)=O N-[4-(piperidine-1-sulfonyl)phenyl]-3-(pyridin-3-yl)propanamide